NCCCCCCC(=O)N[C@H](C(=O)N1[C@@H](C[C@H](C1)O)C(=O)N[C@@H](C)C1=CC=C(C=C1)C1=C(N=CS1)C)C(C)(C)C (2s,4r)-1-((S)-2-(7-aminoheptanamido)-3,3-dimethylbutyryl)-4-hydroxy-N-((S)-1-(4-(4-methylthiazol-5-yl)phenyl)ethyl)pyrrolidine-2-carboxamide